5-((((1R,2S,4R)-4-(((2-(Difluoromethyl)-[1,2,4]triazolo[1,5-a]pyridin-8-yl)methyl)amino)-2-fluorocyclohexyl)amino)methyl)-1,3-dimethyl-1,3-dihydro-2H-benzo[d]imidazol-2-one FC(C1=NN2C(C(=CC=C2)CN[C@H]2C[C@@H]([C@@H](CC2)NCC2=CC3=C(N(C(N3C)=O)C)C=C2)F)=N1)F